Phenyl (5-(6,7-difluoro-4-oxo-3,4-dihydrophthalazin-1-yl)-1H-benzimidazol-2-yl)carbamate FC=1C=C2C(NN=C(C2=CC1F)C1=CC2=C(NC(=N2)NC(OC2=CC=CC=C2)=O)C=C1)=O